OCCS(=O)(=O)NC1=CC(=C(C(=O)NC2=CC=CC3=C2N=C2N3CCC2C)C=C1)N1CCC2(CC2)CC1 4-(2-hydroxyethanesulfonylamino)-N-(3-methyl-2,3-dihydro-1H-benzo[d]pyrrolo[1,2-a]imidazol-5-yl)-2-(6-azaspiro[2.5]octan-6-yl)benzamide